3,8-dibromo-phenanthroline BrC=1C=NC2=C3N=CC(=CC3=CC=C2C1)Br